6-Fluoro-D,L-DOPA hydrochloride C1=C(C(=CC(=C1O)O)F)C[C@@H](C(=O)O)N.Cl